N-(5-((2-(2,6-Dioxopiperidin-3-yl)-1,3-dioxoisoindolin-5-yl)amino)pentyl)-2-(4-(4-(5-(2-Fluoro-6-methoxyphenyl)-1H-pyrazolo[4,3-d]pyrimidin-3-yl)phenyl)piperazin-1-yl)acetamid O=C1NC(CCC1N1C(C2=CC=C(C=C2C1=O)NCCCCCNC(CN1CCN(CC1)C1=CC=C(C=C1)C1=NNC2=C1N=C(N=C2)C2=C(C=CC=C2OC)F)=O)=O)=O